ClC1=C(C(=CC=C1)Cl)N1CC(C1)C1=CC(=C(CN2C[C@@H](CC2)C(=O)OC)C(=C1)C)C methyl (R)-1-(4-(1-(2,6-dichlorophenyl)azetidin-3-yl)-2,6-dimethylbenzyl)pyrrolidine-3-carboxylate